C(C1=CC=CC=C1)OC=1C=C2C(=C(N(C2=CC1)C1=CC(=C(C=C1)F)C)C1CCOCC1)C1CC(CCC1)=O 3-[5-benzyloxy-1-(4-fluoro-3-methyl-phenyl)-2-tetrahydropyran-4-yl-indol-3-yl]cyclohexanone